1-(4-carbamoyl-5-methyl-pyrimidin-2-yl)piperidine-4-carboxylic acid C(N)(=O)C1=NC(=NC=C1C)N1CCC(CC1)C(=O)O